IC=1C=CC(N(C1)C(CN)C)NC1=C(C=CC=C1)C (E)-2-(5-iodo-2-(tolylamino)pyridin-1(2H)-yl)propylamine